8,8-difluoro-2-[3-fluoro-5-methyl-2,4-bis(trifluoromethyl)phenoxy]-5-trifluoromethylbicyclo[4.2.0]octa-1,3,5-trien-7-ol FC1(C(C2=C(C=CC(=C12)OC1=C(C(=C(C(=C1)C)C(F)(F)F)F)C(F)(F)F)C(F)(F)F)O)F